N-(4'-(naphthalen-2-yl)-[1,1'-biphenyl]-4-Yl)-[1,1'-biphenyl]-2-amine C1=C(C=CC2=CC=CC=C12)C1=CC=C(C=C1)C1=CC=C(C=C1)NC=1C(=CC=CC1)C1=CC=CC=C1